Tristearyl-monomethylammonium chloride [Cl-].C(CCCCCCCCCCCCCCCCC)[N+](C)(CCCCCCCCCCCCCCCCCC)CCCCCCCCCCCCCCCCCC